BrC1=C(C=C(C=C1)C(C(=O)OC(C)(C)C)C#N)F tert-butyl 2-(4-bromo-3-fluorophenyl)-2-cyanoacetate